N-(2-amino-4-chlorophenyl)-N-methyl-6-(4-(trifluoromethyl)phenyl)pyrazine-2-carboxamide NC1=C(C=CC(=C1)Cl)N(C(=O)C1=NC(=CN=C1)C1=CC=C(C=C1)C(F)(F)F)C